C1(CC1)([2H])N1CC=2N(CC1)C=C(N2)C(=O)OCC2=CC=CC=C2 benzyl 7-(cyclopropyl-1-d)-5,6,7,8-tetrahydroimidazo[1,2-a]pyrazine-2-carboxylate